(S)-4-bromo-3-(((1-(3-ethoxy-4-methoxyphenyl)-2-(methylsulfonyl)ethyl)amino)methyl)thiophene-2-carboxylic acid BrC=1C(=C(SC1)C(=O)O)CN[C@H](CS(=O)(=O)C)C1=CC(=C(C=C1)OC)OCC